2-fluoro-3-amino-4-methylpyridine FC1=NC=CC(=C1N)C